2-benzylsulfanyl-5-(difluoromethoxy)pyridine C(C1=CC=CC=C1)SC1=NC=C(C=C1)OC(F)F